(Z)-4-phenylmethylene-5-oxo-1-(pyridin-4-yl)-4,5-dihydro-1H-imidazol C1(=CC=CC=C1)\C=C\1/N=CN(C1=O)C1=CC=NC=C1